(1R,3R,5R)-N-((2-fluoro-4-(trifluoromethyl)phenyl)(1-methyl-5-oxopyrrolidin-3-yl)methyl)-2-(3-(methylsulfonyl)benzoyl)-2-azabicyclo[3.1.0]hexane-3-carboxamide FC1=C(C=CC(=C1)C(F)(F)F)C(NC(=O)[C@@H]1N([C@@H]2C[C@@H]2C1)C(C1=CC(=CC=C1)S(=O)(=O)C)=O)C1CN(C(C1)=O)C